Ethyl 2-(2,6-dimethyl-4-(2-(2-oxo-3-(4-(trifluoromethyl) phenyl) imidazolin-1-yl) ethyl) phenoxy)-2-methylpropionate CC1=C(OC(C(=O)OCC)(C)C)C(=CC(=C1)CCN1C(N(CC1)C1=CC=C(C=C1)C(F)(F)F)=O)C